C(CC(O)(C(=O)O)CC(=O)O)(=O)O.FC1=C(C=C(C=C1)F)C(OC1=CC(=NN1CCC(C)(C)C)C(NC)([2H])[2H])([2H])[2H] 1-[5-{[(2,5-Difluorophenyl)(2H2)methyl]oxy}-1-(3,3-dimethylbutyl)-1H-pyrazol-3-yl]-N-methyl(2H2)methanamine Citrate